(S)-3-(4-fluoro-2',4',5,6'-tetramethyl-[1,1'-biphenyl]-3-yl)-((S)-3-cyclopropyl-2-(3-(2-(3-fluoroazetidin-1-yl)ethyl)-4-methyl-6-oxopyridazin-1(6H)-yl)propanamide) FC1=C(C=C(C=C1C)C1=C(C=C(C=C1C)C)C)[C@@H]([C@@H](C(=O)N)N1N=C(C(=CC1=O)C)CCN1CC(C1)F)C1CC1